nitrooxygen [N+](=O)([O-])[O]